(R)-3-(2-(difluoromethoxy)phenyl)-6-(2-((((R)-5-oxopyrrolidin-3-yl)methyl)amino)pyrimidin-5-yl)-2,3-dihydropyrazolo[1,2-a]indazol-9(1H)-one FC(OC1=C(C=CC=C1)[C@H]1CCN2N1C=1C=C(C=CC1C2=O)C=2C=NC(=NC2)NC[C@@H]2CNC(C2)=O)F